4-(6-(2-hydroxy-6-methyl-4-(trifluoromethyl)phenyl)-2H-pyrazolo[3,4-b]pyridin-2-yl)bicyclo[2.1.1]hexan-1-ol OC1=C(C(=CC(=C1)C(F)(F)F)C)C=1C=CC=2C(N1)=NN(C2)C21CCC(C2)(C1)O